4,5,6,7-tetrahydro-1H-benzimidazol-5-amine N1C=NC2=C1CCC(C2)N